NC1=C(C=CC=2N=COC21)C2=CSC=C2 7-amino-3-(benzo[d]oxazol-6-yl)thiophene